COC1=C(C=C(C=C1)C(F)(F)F)NC(=O)NC1CC2(CN(C2)C(=O)C2=C3N(N=C2)C=CN3C)C1 1-(2-methoxy-5-(trifluoromethyl)phenyl)-3-(2-(1-methyl-1H-imidazo[1,2-b]pyrazole-7-carbonyl)-2-azaspiro[3.3]heptan-6-yl)urea